CC1=CC=C(C=C1)S(=O)(=O)O.FC1(C2CCNC12)F 6,6-difluoro-2-azabicyclo[3.1.0]hexane 4-methylbenzene-1-sulfonate